C(#N)C1=CC(=C(COC2=CC=CC(=N2)NC2CCN(CC2)CC2=NC3=C(N2C[C@H]2OCC2)C=C(C=C3)C(=O)O)C=C1)F (S)-2-((4-((6-((4-cyano-2-fluorobenzyl)oxy)pyridin-2-yl)amino)piperidin-1-yl)methyl)-1-(oxetan-2-ylmethyl)-1H-benzo[d]imidazole-6-carboxylic acid